5-(1-((5-(5-(difluoromethyl)-1,3,4-oxadiazol-2-yl)-3-fluoropyridin-2-yl)methyl)-1H-1,2,3-triazol-4-yl)thiophen-2-carbaldehyde FC(C1=NN=C(O1)C=1C=C(C(=NC1)CN1N=NC(=C1)C1=CC=C(S1)C=O)F)F